7-(3-bromo-5-fluorophenyl)hept-1-en-6-yn-3-ol BrC=1C=C(C=C(C1)F)C#CCCC(C=C)O